N-[8-amino-6-(4-ethyl-3-pyridyl)-3-isoquinolinyl]-2-(1H-pyrazol-5-yl)acetamide tert-butyl-4-(chloromethyl)-1H-pyrrolo[2,3-b]pyridine-1-carboxylate C(C)(C)(C)OC(=O)N1C=CC=2C1=NC=CC2CCl.NC=2C=C(C=C1C=C(N=CC21)NC(CC2=CC=NN2)=O)C=2C=NC=CC2CC